CC(CN=C=O)CCC(CC)N=C=O 2-methyl-1,5-diisocyanatoheptane